N-(7-chloro-6-(4-(3,3-difluoroazetidin-1-yl)cyclohexyl)isoquinolin-3-yl)-2-(pyridin-2-yl)cyclopropane-1-carboxamide ClC1=C(C=C2C=C(N=CC2=C1)NC(=O)C1C(C1)C1=NC=CC=C1)C1CCC(CC1)N1CC(C1)(F)F